C12(CC3CC(CC(C1)C3)C2)CN2CCN(CC2)CCSC2=C3C(N(C(=NC3=CC=C2)C)C2C(NC(CC2)=O)=O)=O 3-(5-((2-(4-(((3r,5r,7r)-adamantan-1-yl)methyl)piperazin-1-yl)ethyl)thio)-2-methyl-4-oxoquinazolin-3(4H)-yl)piperidine-2,6-dione